((4S,5S)-1,3-dioxolane-4,5-diyl)dimethanol O1CO[C@H]([C@@H]1CO)CO